ethyl 2-(1H-indol-5-yl)-5-methyl-2H-1,2,3-triazole-4-carboxylate N1C=CC2=CC(=CC=C12)N1N=C(C(=N1)C(=O)OCC)C